4-(4-(piperidin-4-yl)butan-1-yn-1-yl)isoindole N1CCC(CC1)CCC#CC=1C2=CNC=C2C=CC1